C(C)OC(=O)N1CC2(C1)CC(CC2)N2C[C@H]1C([C@H]1C2)C(N(C(C)C)CC)=O 6-{(1r,5s,6r)-6-[ethyl-(propan-2-yl)carbamoyl]-3-azabicyclo[3.1.0]hex-3-yl}-2-azaspiro[3.4]octane-2-carboxylic acid ethyl ester